COC(=O)C=1SC=C(C1)OC1=C(C=C(C=C1C)F)C 4-(4-fluoro-2,6-dimethylphenoxy)thiophene-2-carboxylic acid methyl ester